[K+].NC(C(=O)[O-])(C)C aminoisobutyric acid-potassium salt